methyl 5-amino-6-carbamoyl-4-(3-hydroxy-2,6-dimethylphenyl)-4H-thieno[3,2-b]pyrrole-2-carboxylate NC1=C(C2=C(N1C1=C(C(=CC=C1C)O)C)C=C(S2)C(=O)OC)C(N)=O